(R)-1-((7-Cyano-2-(3'-(3-(((R)-3-hydroxypyrrolidin-1-yl)methyl)-1,7-naphthyridin-8-ylamino)-2,2'-dimethylbiphenyl-3-yl)benzo[d]oxazol-5-yl)methyl)-pyrrolidin C(#N)C1=CC(=CC=2N=C(OC21)C=2C(=C(C=CC2)C2=C(C(=CC=C2)NC=2N=CC=C1C=C(C=NC21)CN2C[C@@H](CC2)O)C)C)CN2CCCC2